(S)-1-(1-(dimethylamino)-2-(1H-indol-5-yl)ethyl)cyclopropylamine CN([C@@H](CC=1C=C2C=CNC2=CC1)C1(CC1)N)C